FC1=CC(=C(C=C1)C=1C2=C(C(=NC1C=1SC=3CN(CCC3N1)C(=O)OC(C)(C)C)C1CCN(CC1)C(C)C)C=CS2)OCCOC tert-butyl 2-(7-(4-fluoro-2-(2-methoxyethoxy)phenyl)-4-(1-isopropylpiperidin-4-yl)thieno[3,2-c]pyridin-6-yl)-6,7-dihydrothiazolo[5,4-c]pyridine-5(4H)-carboxylate